C1=CC=CC=2NC=3N(C21)C2=C(N3)C=CC=C2 5H-benzo[d]benzo[4,5]imidazo[3,2-a]imidazole